6-ethyl-4-(4-methoxybenzyl)-1,4-oxazepan-6-ol C(C)C1(CN(CCOC1)CC1=CC=C(C=C1)OC)O